Ethyl 4-(5-bromo-6-chloro-1H-indazol-3-yl)butanoate BrC=1C=C2C(=NNC2=CC1Cl)CCCC(=O)OCC